6-[3-[(2S)-2-[(tert-butoxycarbonyl)amino]-4-carbamoylbutoxy]-2,5-difluorophenyl]hexanoic acid C(C)(C)(C)OC(=O)N[C@H](COC=1C(=C(C=C(C1)F)CCCCCC(=O)O)F)CCC(N)=O